N-(5-methylpyridin-2-yl)azetidine-3-carboxamide hydrochloride Cl.CC=1C=CC(=NC1)NC(=O)C1CNC1